[Si](C1=CC=CC=C1)(C1=CC=CC=C1)(C(C)(C)C)OC[C@@H]1[C@@H](C1)CCC1C(C1)C(=O)OC(C)(C)C tert-butyl 2-(2-((1R,2S)-2-(((tert-butyldiphenylsilyl)oxy)methyl)cyclopropyl)ethyl)cyclopropane-1-carboxylate